(1-Methyl-2-benzimidazolyl-methyl)amine CN1C(=NC2=C1C=CC=C2)CN